tert-butyl (2S,6R)-4-(4-aminocyclohexyl)-2,6-dimethylpiperazine-1-carboxylate NC1CCC(CC1)N1C[C@@H](N([C@@H](C1)C)C(=O)OC(C)(C)C)C